BrC=1C(=CC(=NC1)C(F)(F)F)N1CC2(C1)CN(CC2)C2=CN=C1C(=N2)N(N=C1)CC(F)F 6-(2-(5-bromo-2-(trifluoromethyl)pyridin-4-yl)-2,6-diazaspiro[3.4]octan-6-yl)-1-(2,2-difluoroethyl)-1H-pyrazolo[3,4-b]pyrazine